spiro[benzo[d][1,3]oxazine-4,4'-piperidin] N1CCC2(CC1)C1=C(N=CO2)C=CC=C1